1-(2-((6-(trifluoromethyl)pyridin-3-yl)oxy)-3',6'-dihydro-[3,4'-bipyridin]-1'(2'h)-yl)prop-2-en-1-one FC(C1=CC=C(C=N1)OC1=NC=CC=C1C=1CCN(CC1)C(C=C)=O)(F)F